CC1=C(C(=CC=C1)C)C1=NC=2NS(C=3C=CC=C(C(N[C@@H](COC(=C1C1=C(C=CC=C1)OC)N2)C)=O)C3)(=O)=O (11R)-6-(2,6-dimethylphenyl)-7-(2-methoxyphenyl)-11-methyl-2,2-dioxo-9-oxa-2λ6-thia-3,5,12,19-tetrazatricyclo[12.3.1.14,8]nonadeca-1(18),4(19),5,7,14,16-hexaen-13-one